O=C1C(=CC(=NN1)C(CC)OCCC(=O)O)C(F)(F)F 3-[1-[6-oxo-5-(trifluoromethyl)-1H-pyridazin-3-yl]propoxy]propanoic acid